(R)-1-(2-(4-(8-bromo-1H-imidazo[4,5-c]quinolin-1-yl)pentyloxy)-5-fluorophenyl)ethylamine BrC1=CC=2C3=C(C=NC2C=C1)N=CN3C(CCCOC3=C(C=C(C=C3)F)[C@@H](C)N)C